N-(3-amino-4-(2-chloro-5-fluorophenoxy)-7-(2-cyanoethyl)-1-methyl-1H-indazol-5-yl)-3-fluoro-5-(trifluoromethyl)benzamide NC1=NN(C2=C(C=C(C(=C12)OC1=C(C=CC(=C1)F)Cl)NC(C1=CC(=CC(=C1)C(F)(F)F)F)=O)CCC#N)C